CCCCN1C(=O)C2=C3C(=C(C=C2)OC)C=CC=C3C1=O 4-methoxy-N-butyl-1,8-naphthalimide